3-[(2R)-2-cyano-2-methyl-pyrrolidine-1-carbonyl]-N-(3-cyanooxetan-3-yl)-8-methoxy-1-(2,2,2-trifluoroethyl)-5,6-dihydropyrrolo[2,1-a]isoquinoline-9-carboxamide C(#N)[C@@]1(N(CCC1)C(=O)C1=CC(=C2N1CCC1=CC(=C(C=C21)C(=O)NC2(COC2)C#N)OC)CC(F)(F)F)C